O=C(NC(CCC(=O)O)C(=O)O)NC(CCCCNC(CCCNC(CCCCCCC=O)=O)=O)C(=O)O 5,13,18,25-tetraoxo-4,6,12,17-tetraazapentacosane-1,3,7-tricarboxylic acid